C(CCCC1=C(C=C(C(=C1)C(C)(C)C)O)C)C1=C(C=C(C(=C1)C(C)(C)C)O)C 4,4'-butylenebis(3-methyl-6-tertiary butyl-phenol)